C(#N)C(C(=O)OCC)=O ethyl Cyanoglyoxylate